N-methyl-4-((2-methyl-2,4-dihydrochromeno[4,3-c]pyrazol-6-yl)amino)pyridazine-3-carboxamide CNC(=O)C=1N=NC=CC1NC1=CC=CC2=C1OCC=1C2=NN(C1)C